1,8-diazabicyclo[5.4.0]undec-7-ene isooctanoate C(CCCCC(C)C)(=O)O.N12CCCCCC2=NCCC1